(1R,3R,6S,7S,8S)-3-ethoxy-2,2,6,8-tetramethyltricyclo[5.3.1.0~3,8~]undecane C(C)O[C@@]12C([C@@H]3CC[C@]2([C@H]([C@H](CC1)C)C3)C)(C)C